COC1=C(C=C(C=C2C(NC(S2)=O)=O)C=C1)OCCCN1CCOCC1 4-methoxy-3-(3-morpholinopropoxy)benzylidene-thiazolidine-2,4-dione